tert-butyl 4-((S)-(((R)-tert-butylsulfinyl)amino)(4-chlorophenyl)methyl)piperidine-1-carboxylate C(C)(C)(C)[S@@](=O)N[C@@H](C1CCN(CC1)C(=O)OC(C)(C)C)C1=CC=C(C=C1)Cl